1-(8-(isopropylamino)-2-(methylthio)pyrido[3,4-d]pyrimidin-6-yl)ethan-1-one C(C)(C)NC1=NC(=CC2=C1N=C(N=C2)SC)C(C)=O